N-[4-(3-cyanophenyl)-5-(2,6-dimethyl-4-pyridyl)thiazol-2-yl]-2-(1-hydroxy-1-methylethyl)morpholine-4-carboxamide C(#N)C=1C=C(C=CC1)C=1N=C(SC1C1=CC(=NC(=C1)C)C)NC(=O)N1CC(OCC1)C(C)(C)O